(benzyl-(methyl)amino)-7-(1H-pyrazol-4-yl)-N-(pyridin-3-yl)pyrazolo[1,5-a]pyrimidine-2-carboxamide C(C1=CC=CC=C1)N(C)C=1C(=NN2C1N=CC=C2C=2C=NNC2)C(=O)NC=2C=NC=CC2